C1(CCCC1)OC1=C(N)C=C(C(=C1)F)C=1C=NOC1C 2-(cyclopentyloxy)-4-fluoro-5-(5-methyl-isoxazol-4-yl)aniline